CC=1SC(=C(N1)C)C(=O)N1CC2(CN(C2)C(=O)OC(C)(C)C)[C@@H](C1)C(=O)N1C(OC[C@H]1C1=CC=CC=C1)=O tert-butyl (S)-6-(2,4-dimethylthiazole-5-carbonyl)-8-((R)-2-oxo-4-phenyloxazolidine-3-carbonyl)-2,6-diazaspiro[3.4]octane-2-carboxylate